Allyl (2-((1S,3S,5S)-3-(((tert-butyldimethylsilyl)oxy)methyl)-2-azabicyclo[3.1.0]hexane-2-carbonyl)-4-methoxy-5-((triisopropylsilyl)oxy)phenyl)carbamate [Si](C)(C)(C(C)(C)C)OC[C@H]1N([C@H]2C[C@H]2C1)C(=O)C1=C(C=C(C(=C1)OC)O[Si](C(C)C)(C(C)C)C(C)C)NC(OCC=C)=O